[N+](=O)([O-])C1=C(COC=2C=3N=CN([C@H]4[C@H](O)[C@H](O)[C@@H](CO)O4)C3N=C(N2)N)C=C(C=C1)OCC#C O6-(2-nitro-5-propargyloxybenzyl)guanosine